4-TRANS-4-TETRADECENOL C(CC\C=C\CCCCCCCCC)O